OC=1C(=C(C(=C(C1CC=CC(=O)N)C)O)CC=CC(=O)N)CC=CC(=O)N N''-((3,6-dihydroxy-5-methylbenzene-1,2,4-triyl)tris(methylene))triacrylamide